C(C)(=O)N[C@H]1CCC2=CC(=CC=C12)N1C(=NC=2C1=NC(=C(C2)F)N2N=CC=C2)C=2C(=NC=CC2)NC(C(C)(C)C)=O N-(3-{3-[(1S)-1-acetamido-2,3-dihydro-1H-inden-5-yl]-6-fluoro-5-(pyrazol-1-yl)imidazo[4,5-b]pyridin-2-yl}pyridin-2-yl)-2,2-dimethylpropanamide